C(=CC)N1C[C@@H](CCC1)N1N=C(C=2C1=NC=NC2N)C2=CC=C(C1=C2OCO1)NC(=O)C=1SC=CC1 (R)-N-(7-(1-(1-propenylpiperidin-3-yl)-4-amino-1H-pyrazolo[3,4-d]pyrimidin-3-yl)benzo[d][1,3]dioxol-4-yl)thiophene-2-carboxamide